CC=1C=C(OC2CCC3(CN(C3)C(=O)C3CC(C3)(C)O)CC2)C=CC1C (7-(3,4-Dimethylphenoxy)-2-azaspiro[3.5]nonan-2-yl)((1s,3s)-3-hydroxy-3-methylcyclobutyl)methanon